ClCC(=O)C1(CC1)Cl chloroacetyl-chlorocyclopropane